ethylene glycol bis(beta-mercaptopropionate) SCCC(=O)OCCOC(CCS)=O